(3-exo)-3-((4-methoxyl-2-((5-methyl-1H-pyrazol-3-yl)amino)-7H-pyrrolo[2,3-d]pyrimidin-7-yl)-8-azabicyclo[3.2.1]oct-8-yl)propionitrile O(C)C=1C2=C(N=C(N1)NC1=NNC(=C1)C)N(C=C2)C21CCCC(CC2)N1CCC#N